C(CCCCCCCCCCCCCCC)(=O)OCN1C(CCC2=CC=C(C=C12)CCN1CCN(CC1)C1=CC(=CC=2SC=CC21)F)=O (7-(2-(4-(6-fluorobenzo[b]thiophen-4-yl)piperazin-1-yl)ethyl)-2-oxo-3,4-dihydroquinolin-1(2H)-yl)methyl palmitate